triundecyl-(2-ethoxyethoxy)silane C(CCCCCCCCCC)[Si](OCCOCC)(CCCCCCCCCCC)CCCCCCCCCCC